3-bromo-1-(3-chloropyridin-2-yl)-N-[4,6-dichloro-3-fluoro-2-(methylcarbamoyl)phenyl]-1H-pyrazole-5-carboxamide BrC1=NN(C(=C1)C(=O)NC1=C(C(=C(C=C1Cl)Cl)F)C(NC)=O)C1=NC=CC=C1Cl